Natrium monocitrat C(CC(O)(C(=O)[O-])CC(=O)[O-])(=O)[O-].[Na+].[Na+].[Na+]